C(#N)C1=CC(=C(OC=2N=NC(=C(C2C(=O)NC=2C=[N+](C=CC2)[O-])C)C2=CC=C(C=C2)C#N)C=C1)OC 3-(4-cyano-2-methoxy-phenoxy)-6-(4-cyanophenyl)-5-methyl-N-(1-oxidopyridin-1-ium-3-yl)pyridazine-4-carboxamide